(R)-6-iodo-5-methyl-1-hexene IC[C@@H](CCC=C)C